[N+](=O)([O-])C=1C2C(C=C(C1)[N+](=O)[O-])(O)O2 3,5-dinitrophenol oxide